(3R,4R)-1-(5-bromo-1,3,4-thiadiazol-2-yl)-3-fluoro-4-methylpiperidin-4-ol BrC1=NN=C(S1)N1C[C@H]([C@@](CC1)(O)C)F